3-chloro-N,2,2-trimethyl-N-(3,4,5-trifluorobenzyl)propanamide piperazin-1-yl-2,2-dimethylpropionate N1(CCNCC1)CC(C(=O)O)(C)C.ClCC(C(=O)N(CC1=CC(=C(C(=C1)F)F)F)C)(C)C